Tert-butyl 6-((3-bromo-2-chlorophenyl) carbamoyl)-3,4-dihydro-2,7-naphthyridine-2(1H)-carboxylate BrC=1C(=C(C=CC1)NC(=O)C=1C=C2CCN(CC2=CN1)C(=O)OC(C)(C)C)Cl